CC1=CC=C(C=C1)C1=C(N=NN1C1=CC(=CC=C1)[N+](=O)[O-])C#N 5-(4-methylphenyl)-1-(3-nitrophenyl)-1,2,3-triazole-4-carbonitrile